3-(5-bromo-1-ethyl-2-(2-(methoxymethyl)pyridin-3-yl)-1H-indol-3-yl)-2,2-dimethylpropan-1-ol BrC=1C=C2C(=C(N(C2=CC1)CC)C=1C(=NC=CC1)COC)CC(CO)(C)C